C1(CC1)N(C(OC(C)(C)C)=O)C1CCN(CC1)C=1C=2N(C(=CC1)C(NC=1N=C3N(C=C(N=C3C)C)C1)=O)N=C(C2)CO tert-butyl N-cyclopropyl-N-[1-[7-[(6,8-dimethylimidazo[1,2-a]-pyrazin-2-yl)carbamoyl]-2-(hydroxymethyl)pyrazolo[1,5-a]pyridin-4-yl]-4-piperidyl]-carbamate